5-[[2-[2-(1H-indazol-5-yl)-5-methyl-1-piperidyl]-2-oxo-acetyl]amino]pyridine-3-carboxamide N1N=CC2=CC(=CC=C12)C1N(CC(CC1)C)C(C(=O)NC=1C=C(C=NC1)C(=O)N)=O